C(C)(C)(C)OC(=O)C1=CC(=CS1)B(O)O (5-(tert-butoxycarbonyl)thiophen-3-yl)boronic acid